(R)-6-(3-((3-Hydroxy-1-methyl-2-oxopyrrolidin-3-yl)ethynyl)phenyl)pyrido[3,2-d]pyrimidin-4(3H)-one O[C@@]1(C(N(CC1)C)=O)C#CC=1C=C(C=CC1)C=1C=CC=2N=CNC(C2N1)=O